N,N-diisopropyl-1,2-ethylenediamine carbonate C(O)(O)=O.C(C)(C)N(CCN)C(C)C